7-bromo-6-chloro-2H-1,4-benzoxazine-3(4H)-one BrC1=CC2=C(NC(CO2)=O)C=C1Cl